2-(1,3-benzoxazol-3(2H)-ylmethyl)-5-((cyclohexylamino)methyl)-1,4-benzenediol O1CN(C2=C1C=CC=C2)CC2=C(C=C(C(=C2)O)CNC2CCCCC2)O